CC=1N=CSC1S(=O)(=O)N 4-methylthiazole-5-sulfonamide